BrCCCCC1C(NC(C(C1)(C)C)(C)C)=O 3-(4-bromobutyl)-5,5,6,6-tetramethylpiperidin-2-one